CC1=C(C=NN1)C1=CC=2N=C(NC(C2S1)=O)[C@H]1N(C[C@H](C1)C1=CC=CC=C1)C(=O)OC(C)(C)C tert-butyl (2S,4R)-2-[6-(5-methyl-1H-pyrazol-4-yl)-4-oxo-3,4-dihydrothieno[3,2-d]pyrimidin-2-yl]-4-phenylpyrrolidine-1-carboxylate